NCCCCNC(=O)C=1OC2=C(C1)C=C(C(=C2)OC)C#CCN N-(4-aminobutyl)-5-(3-aminoprop-1-yn-1-yl)-6-methoxybenzofuran-2-carboxamide